tri(dimethylaminosilyl)-amino-di(dimethyl-amino)borane CN(C)[SiH2]C(N(C)B(N(C)C)N)([SiH2]N(C)C)[SiH2]N(C)C